C(C)OCOC1=C(C(=CC(=C1)C(F)(F)F)C)C=1C=2N(C(=NN1)N[C@H]1CN(CCC1)C)N=CC2 (R)-4-(2-(ethoxymethoxy)-6-methyl-4-(trifluoromethyl)phenyl)-N-(1-methylpiperidin-3-yl)pyrazolo[1,5-d][1,2,4]triazin-7-amine